C1(CC1)C(C([2H])([2H])NC(=O)C=1C=C2C=C(N=NC2=C(C1)OC)C)(O)C1=NC(=C(C(=C1)C(C)(C)O)F)C1=CC=C(C=C1)F (-)-N-(2-cyclopropyl-2-(5-fluoro-6-(4-fluorophenyl)-4-(2-hydroxypropan-2-yl)pyridin-2-yl)-2-hydroxyEthyl-1,1-d2)-8-methoxy-3-methylcinnoline-6-carboxamide